FC=1C=CC(=C(C(=O)NCC2=CC=C(C=C2)B2OC(C(O2)(C)C)(C)C)C1)OC 5-fluoro-2-methoxy-N-[[4-(4,4,5,5-tetramethyl-1,3,2-dioxaborolan-2-yl)phenyl]methyl]benzamide